2-{1-[2-(difluoromethoxy)pyridin-4-yl]azetidin-3-yl}-1-[1,6,7-trimethyl-4-(methylamino)-1,3-dihydro-2H-pyrrolo[3,4-c]pyridin-2-yl]ethanone FC(OC1=NC=CC(=C1)N1CC(C1)CC(=O)N1CC=2C(=NC(=C(C2C1C)C)C)NC)F